4-[2-(2,6-dioxo-3-piperidyl)-1-oxo-isoindolin-5-yl]piperazin O=C1NC(CCC1N1C(C2=CC=C(C=C2C1)N1CCNCC1)=O)=O